6-{[({3-fluorobicyclo[1.1.1]pentan-1-yl}methyl)amino]methyl}imidazo[1,2-a]pyridin FC12CC(C1)(C2)CNCC=2C=CC=1N(C2)C=CN1